methyl 6-(2-(methoxycarbonyl) cyclopent-1-en-1-yl)-5-nitronicotinate COC(=O)C1=C(CCC1)C1=NC=C(C(=O)OC)C=C1[N+](=O)[O-]